2-(piperazin-2-yl)acetonitrile-d N1C(CNCC1)C(C#N)[2H]